3-amino-N-[(6S)-2-[(3S)-3-amino-3-(methoxymethyl)pyrrolidin-1-yl]-5,6,7,8-tetrahydroquinolin-6-yl]-6-methylthieno[2,3-b]pyridine-2-carboxamide NC1=C(SC2=NC(=CC=C21)C)C(=O)N[C@@H]2CC=1C=CC(=NC1CC2)N2C[C@@](CC2)(COC)N